4-bromo-3-chloro-5-((2-(trimethylsilyl)ethoxy)methyl)-5,6,7,8,9,10-hexahydrocyclohepta[b]indole BrC=1C(=CC=C2C3=C(N(C12)COCC[Si](C)(C)C)CCCCC3)Cl